manganese-zinc-nickel-iron [Fe].[Ni].[Zn].[Mn]